tert-butyl (2R,4S)-2-{6-bromoimidazo[1,2-a]pyrazin-2-yl}-4-[(tertbutyldimethylsilyl)oxy]pyrrolidine-1-carboxylate BrC=1N=CC=2N(C1)C=C(N2)[C@@H]2N(C[C@H](C2)O[Si](C)(C)C(C)(C)C)C(=O)OC(C)(C)C